5-(methylamino)-N-Boc-pentanamine CC(C)(C)OC(=O)NCCCCCNC